C(C)(C)(C)N(C(O)=O)[C@@H]1CN(CC1)C(=O)C=1SC(=CC1C)Br.C(#N)C1=CC(=C(C=C1F)NS(=O)(=O)C1=CNC=C1CC1=CC(=CC=C1)C1CC1)F N-(4-cyano-2,5-difluorophenyl)-4-[(3-cyclopropylphenyl)methyl]-1H-pyrrole-3-sulfonamide tert-butyl-(S)-(1-(5-bromo-3-methylthiophene-2-carbonyl)pyrrolidin-3-yl)carbamate